3-({9-[(4-chlorophenyl)methyl]-13,13-dimethyl-8-oxo-1,5,9,11-tetraazatricyclo[8.4.0.02,7]tetradeca-2(7),10-dien-5-yl}methyl)benzonitrile ClC1=CC=C(C=C1)CN1C(C=2CN(CCC2N2CC(CN=C12)(C)C)CC=1C=C(C#N)C=CC1)=O